(R)-9-methyl-6-oxo-N-(2-sulfamoyl-4-(6-(trifluoromethyl)pyridin-3-yl)phenyl)-6,7,8,9-tetrahydropyrido[3',2':4,5]pyrrolo[1,2-a]pyrazine-2-carboxamide C[C@@H]1CNC(C=2N1C1=C(C2)C=CC(=N1)C(=O)NC1=C(C=C(C=C1)C=1C=NC(=CC1)C(F)(F)F)S(N)(=O)=O)=O